5-bromo-6-methoxy-3-nitropyridin-2-amine BrC=1C=C(C(=NC1OC)N)[N+](=O)[O-]